C/C=C/[Se](=O)C[C@@H](C(=O)O)N Se-propenylselenocysteine Se-oxide